COC=1C=C(C=C(C1)OC)NC1=NC2=CC=CC=C2N=C1NS(=O)(=O)C1=CC=C(C=C1)NC(=O)C1=CC(=C(C=C1)C)OC N-[2-[(3,5-dimethoxyphenyl)amino]quinoxalin-3-yl]4-[(4-methyl-3-methoxyphenyl)carbonyl]aminophenylsulfonamide